Di-tert-butyl-(2R,4R)-4-((6-bromo-3-fluoro-4-(2-hydroxypropan-2-yl)pyridin-2-yl)methyl)-2-methylpiperidine-1,4-dicarboxylic acid C(C)(C)(C)C1[C@](N(CC[C@@]1(C(=O)O)CC1=NC(=CC(=C1F)C(C)(C)O)Br)C(=O)O)(C)C(C)(C)C